1-[4-(cyanomethyl)-1-(1,3-dihydro-2-benzothiophen-5-ylmethyl)-4-piperidyl]-3-(cyclopropanecarbonylamino)pyrazole-4-carboxamide C(#N)CC1(CCN(CC1)CC1=CC2=C(CSC2)C=C1)N1N=C(C(=C1)C(=O)N)NC(=O)C1CC1